CC(C)([Si](OCCOCCOCCOCCOCCOCCOC=1C=C2C=CC=C(C2=CC1)C(C)=O)(C)C)C 1-(6-((2,2,3,3-tetramethyl-4,7,10,13,16,19-hexaoxa-3-silahenicosan-21-yl)oxy)naphthalen-1-yl)ethan-1-one